C(CCCCCCC)C=1C=C(SC1)C=1SC(=C2N=C(C(=NC21)C2=CSC=C2)C2=CSC=C2)C=2SC=C(C2)CCCCCCCC 5,7-bis(4-octyl-thiophene-2-yl)-2,3-di(thiophene-3-yl)thieno[3,4-B]pyrazine